C1(CCCC1)C(=O)N1CCN(CC1)CC1=CN=C2C=C(C(NC2=C1)=O)CC 7-((4-(cyclopentanecarbonyl)piperazin-1-yl)methyl)-3-ethyl-1,5-naphthyridin-2(1H)-one